N-(5-(1-methyl-1H-pyrazol-3-yl)-4-((6-(methylsulfonyl)pyridin-2-yl)amino)pyridin-2-yl)acetamide CN1N=C(C=C1)C=1C(=CC(=NC1)NC(C)=O)NC1=NC(=CC=C1)S(=O)(=O)C